N1CC(C1)OC=1C=C2C(=C(C=NC2=CC1OC)C#N)NC1=C(C(=C(C=C1)Cl)Cl)F 6-(azetidin-3-yloxy)-4-((3,4-dichloro-2-fluorophenyl)amino)-7-methoxyquinoline-3-carbonitrile